phenyldiazonium tetrakis(pentafluorophenyl)borate FC1=C(C(=C(C(=C1[B-](C1=C(C(=C(C(=C1F)F)F)F)F)(C1=C(C(=C(C(=C1F)F)F)F)F)C1=C(C(=C(C(=C1F)F)F)F)F)F)F)F)F.C1(=CC=CC=C1)[N+]#N